methylolmethylthiourea C(O)CNC(=S)N